ClC1=C(C=C(C=C1)C(CN1N=C(C(=C1C(=O)OCC)C1CC(C1)(F)F)C(=O)OCC)=O)F Diethyl 1-[2-(4-chloro-3-fluorophenyl)-2-oxoethyl]-4-(3,3-difluorocyclobutyl)-1H-pyrazole-3,5-dicarboxylate